(1S,4S)-4-amino-N-((S)-(3-chloro-2-fluoro-5-hydroxyphenyl)(4-fluoro-bicyclo[2.2.1]hept-1-yl)methyl)-3,3-difluorocyclopentane-1-carboxamide N[C@@H]1C(C[C@H](C1)C(=O)N[C@@H](C12CCC(CC1)(C2)F)C2=C(C(=CC(=C2)O)Cl)F)(F)F